[Br-].C(CC)C1=C(C=CC=C1)P(C1=CC=CC=C1)CCCC propyl-butyl-diphenyl-phosphine bromide